4-amino-3-chloro-5-fluoro-6-(7-fluoro-1H-indol-6-yl)pyridine-2-carboxylic acid potassium salt [K+].NC1=C(C(=NC(=C1F)C1=CC=C2C=CNC2=C1F)C(=O)[O-])Cl